(-)-1,2-diphenylethylenediamine C1=CC=C(C=C1)[C@@H]([C@H](C2=CC=CC=C2)N)N